CC(CC(=O)O)CC(=O)O 3-methylglutaric acid